ClC1=CC=C(C(=O)N2C[C@@H](N(C[C@H]2C)C(=O)OC(C)(C)C)C)C=C1 tert-Butyl (2S,5R)-4-(4-chlorobenzoyl)-2,5-dimethylpiperazine-1-carboxylate